N-hydroxyphenylacetamide ONC(CC1=CC=CC=C1)=O